CSC1=C(C(OC1)=O)C(=O)N 4-(methylthio)-2-oxo-2,5-dihydrofuran-3-carboxamide